triethylene glycol di(2-ethyl)hexanoate CCC(C(=O)OCCOCCOCCO)(CCCC)CC